FC=1C=C(C=CC1)CNC 1-(3-fluorophenyl)-N-methyl-methanamine